C(C)(C)(C)OC(=O)N1CC2=CC=CC(=C2C1)N 4-amino-1,3-dihydroisoindole-2-carboxylic acid tert-butyl ester